methyl 2-(3-tert-butyl-2-hydroxy-5-octyloxyphenyl)-2H-benzotriazole-5-carboxylate C(C)(C)(C)C=1C(=C(C=C(C1)OCCCCCCCC)N1N=C2C(=N1)C=CC(=C2)C(=O)OC)O